tert-Butyl N-[2-[benzyloxycarbonyl-[2-[2-[[tert-butyl(diphenyl)silyl]oxymethyl]-4-fluoro-phenyl]ethyl]amino]ethyl]-N-methyl-carbamate C(C1=CC=CC=C1)OC(=O)N(CCN(C(OC(C)(C)C)=O)C)CCC1=C(C=C(C=C1)F)CO[Si](C1=CC=CC=C1)(C1=CC=CC=C1)C(C)(C)C